ClC1=C(CN2CCN(CC2)C(CCC=2C(=NN(C2C)C=2C=CC=3N(N2)C(=NN3)C)C)=O)C=CC=C1 1-(4-(2-chlorobenzyl)piperazin-1-yl)-3-(3,5-dimethyl-1-(3-methyl-[1,2,4]triazolo[4,3-b]pyridazin-6-yl)-1H-pyrazol-4-yl)propan-1-one